ClC=1C=CC(=C(C=O)C1)OCCCN1C[C@@H](CC1)O 5-chloro-2-(3-((R)-3-hydroxypyrrolidin-1-yl)propoxy)benzaldehyde